NC1=NOC2=C1C(=C(C=C2)C)C2=C(C=C1C(=NC(=NC1=C2F)OCCN2CCOCC2)N2C[C@H](N(C[C@@H]2C)C(C=C)=O)C)Cl 1-((2R,5S)-4-(7-(3-amino-5-methylbenzo[d]isoxazol-4-yl)-6-chloro-8-fluoro-2-(2-morpholinoethoxy)quinazolin-4-yl)-2,5-dimethylpiperazin-1-yl)prop-2-en-1-one